[ethoxy-(7-methyl-3H-benzimidazol-5-yl)methylene]ammonium C(C)OC(C1=CC2=C(N=CN2)C(=C1)C)=[NH2+]